CC1=C(C=C(C=C1)C=1C(=NC=CC1C(=O)N)C(F)(F)F)C1=CC2=C(N=C(N=C2)NC)N=C1C#C[Si](C)(C)C [4-methyl-3-[2-(methylamino)-7-[2-(trimethylsilyl)ethynyl]pyrido[2,3-d]pyrimidin-6-yl]phenyl]-2-(trifluoromethyl)pyridine-4-carboxamide